(2S,4S)-6-chloro-N-{3-[2-(3,4-difluorophenoxy)acetamido]bicyclo[1.1.1]pent-1-yl}-4-hydroxy-3,4-dihydro-2H-1-benzopyran-2-carboxamide ClC=1C=CC2=C([C@H](C[C@H](O2)C(=O)NC23CC(C2)(C3)NC(COC3=CC(=C(C=C3)F)F)=O)O)C1